[(4S,5R)-5-fluoro 1-(oxan-2-yl)-3-(trifluoromethyl)-5,6-dihydro-4H-cyclopenta[c]pyrazol-4-yl] benzoate C(C1=CC=CC=C1)(=O)O[C@@H]1[C@@H](CC=2N(N=C(C21)C(F)(F)F)C2OCCCC2)F